({6-[(1,3-benzothiazol-2-yl)amino]-5-(propan-2-yl)pyridazin-3-yl}amino)-1,3-thiazole-4-carboxylic acid S1C(=NC2=C1C=CC=C2)NC2=C(C=C(N=N2)NC=2SC=C(N2)C(=O)O)C(C)C